3-(6-azaspiro[2.5]oct-6-yl)picolinamide C1CC12CCN(CC2)C=2C(=NC=CC2)C(=O)N